3-dichloroacetyl-2,5,5-trimethyl-1,3-diazabicyclo[4.3.0]nonane ClC(C(=O)N1C(N2CCCC2C(C1)(C)C)C)Cl